CC1=NN(C(=C1C1=CC(=NC=C1)C(F)(F)F)C)CC(=O)NC1=NC=C(C=C1)C=1N(N=CC1)C 2-[3,5-dimethyl-4-[2-(trifluoromethyl)-4-pyridyl]pyrazol-1-yl]-N-[5-(2-methylpyrazol-3-yl)-2-pyridyl]acetamide